NC=1N=C(SC1C(C1=CC=C(C=C1)OCC(=O)NC(C)C)=O)N(C1=CC=C(C=C1)F)[C@@H](C(=O)N)C (R)-2-(N-[4-amino-5-[4-[2-(isopropylamino)-2-oxo-ethoxy]benzoyl]thiazol-2-yl]-4-fluoro-anilino)propanamide